BrC=1C=C(NC2(CCC3(C(CC4=CC=CC=C34)CCC3=C4C=CNC4=CC=C3)CC2)C(=O)O)C=CC1 (1r,4r)-4-(3-bromoanilino)-2'-[2-(1H-indol-4-yl)ethyl]-2',3'-dihydrospiro[cyclohexane-1,1'-indene]-4-carboxylic acid